3-[4-[2,5-dimethyl-3-(1H-pyrazol-4-yl)piperazin-1-yl]pyrimidin-2-yl]-6-(trifluoromethyl)imidazo[1,2-a]pyridine CC1N(CC(NC1C=1C=NNC1)C)C1=NC(=NC=C1)C1=CN=C2N1C=C(C=C2)C(F)(F)F